N-(3-(1,1-difluoroethyl)phenyl)-1-(4-(difluoromethoxy)-2-fluorophenyl)-3-methyl-5-oxo-4,5-dihydro-1H-pyrazole-4-carboxamide FC(C)(F)C=1C=C(C=CC1)NC(=O)C1C(=NN(C1=O)C1=C(C=C(C=C1)OC(F)F)F)C